4-((6-((4-ethyl-6-methyl-2-(trifluoromethyl)pyrimidin-5-yl)sulfonyl)-2,6-diazaspiro[3.3]heptan-2-yl)methyl)tetrahydro-2H-pyran-4-ol C(C)C1=NC(=NC(=C1S(=O)(=O)N1CC2(CN(C2)CC2(CCOCC2)O)C1)C)C(F)(F)F